C(C)(C)(C)C1=CC(=NO1)NC(C1=CC(=C(C=C1)C)NC1CN(C1)C=1C=NN2C1C=NC=C2)=O N-(5-(tert-butyl)isoxazol-3-yl)-4-methyl-3-((1-(pyrazolo[1,5-a]pyrazin-3-yl)azetidin-3-yl)amino)benzamide